CN1C=NC=2C1=NC=C(C2)C(=O)O 3-methylimidazo[4,5-b]pyridine-6-carboxylic acid